S1C=2N(C=C1)C=C(N2)C(=O)O imidazo[2,1-b]thiazole-6-carboxylic acid